ClC1=C(C=CC=C1)[C@H]1CC[C@H](N1C(C1=CC(=C(C=C1)C1=NC(=NC=C1)OC)OC)=O)C(=O)O (2S,5R)-5-(2-chlorophenyl)-1-(3-methoxy-4-(2-methoxypyrimidin-4-yl)benzoyl)pyrrolidine-2-carboxylic acid